fluorenyl-methyloxycarbonyl chloride C1(=CC=CC=2C3=CC=CC=C3CC12)COC(=O)Cl